The molecule is a pyridinedicarboxylic acid that is pyridine substituted by carboxy groups at positions 2 and 3. It is a metabolite of tryptophan. It has a role as a NMDA receptor agonist, a human metabolite, a mouse metabolite and an Escherichia coli metabolite. It is a conjugate acid of a quinolinate(1-) and a quinolinate. C1=CC(=C(N=C1)C(=O)O)C(=O)O